(S)-4-amino-4-phenylbutan-1-ol N[C@@H](CCCO)C1=CC=CC=C1